N[C@H]1CN(CCC1)C(=O)C=1C=C2OCCN3C(=NC(C1)=C32)C=3N(C2=CC=C(C=C2C3)\C=C\C3=CC=CC=C3)CC3CC3 (R,E)-(3-aminopiperidin-1-yl)(2-(1-(cyclopropylmethyl)-5-styryl-1H-indol-2-yl)-3,4-dihydro-5-oxa-1,2a-diazaacenaphthylen-7-yl)methanone